1-ethyl-3-(3-fluoro-4-((1-(2-fluoro-6-(1H-pyrazol-1-yl)pyridin-3-yl)piperidin-4-yl)methyl)pyridin-2-yl)urea C(C)NC(=O)NC1=NC=CC(=C1F)CC1CCN(CC1)C=1C(=NC(=CC1)N1N=CC=C1)F